5-chloro-6-cyclobutyl-2-((2R,6S)-2-methyl-6-(trifluoromethyl)morpholino)-N-(2-sulfamoyl-pyridin-4-yl)-nicotinamide ClC=1C(=NC(=C(C(=O)NC2=CC(=NC=C2)S(N)(=O)=O)C1)N1C[C@H](O[C@@H](C1)C(F)(F)F)C)C1CCC1